C(C1=CC=CC=C1)N1CC=2N(C=3N=CN=C(C3N2)N)CC1 7-Benzyl-6,7,8,9-tetrahydropyrazino[1,2-e]purin-4-amine